FC1=CC=C(C(=O)N2[C@H](C=3N(CC2)C(=NC3N3C(CCCC3)=O)C3=NC(=NS3)C)C)C=C1 (S)-1-(7-(4-fluorobenzoyl)-8-methyl-3-(3-methyl-1,2,4-thiadiazol-5-yl)-5,6,7,8-tetrahydroimidazo[1,5-a]pyrazin-1-yl)piperidin-2-one